1-benzyl-2-(phenyl-d5)aziridine-2,3,3-d3 C(C1=CC=CC=C1)N1C(C1([2H])[2H])([2H])C1=C(C(=C(C(=C1[2H])[2H])[2H])[2H])[2H]